C(C=CCCC(=O)[O-])(=O)[O-] hexendioate